C(C#C)CCO 2-(prop-2-ynyl)-ethanol